ClC1=C(C=CC=C1NC1=NC=CC(=C1F)CN1CCC(CC1)C(=O)OC)C1=C(C(=CC=C1)NC=1C2=C(N=C(N1)C(F)F)C=C(C=N2)C=O)Cl methyl 1-((2-((2,2'-dichloro-3'-((2-(difluoromethyl)-7-formylpyrido[3,2-d]pyrimidin-4-yl)amino)-[1,1'-biphenyl]-3-yl)amino)-3-fluoropyridin-4-yl)methyl)piperidine-4-carboxylate